(Z)-5-((1-(4-hydroxyphenyl)-1H-pyrrol-2-yl)methylene)thiazolidin-2,4-dione OC1=CC=C(C=C1)N1C(=CC=C1)\C=C/1\C(NC(S1)=O)=O